(1S,2R)-2-((S)-5H-Imidazo[5,1-a]isoindol-5-yl)-6-(methylsulfonyl)-1,2,3,4-tetrahydronaphthalen-1-ol C=1N=CN2C1C1=CC=CC=C1[C@@H]2[C@@H]2[C@@H](C1=CC=C(C=C1CC2)S(=O)(=O)C)O